1-{[(2S)-1-[(5'S)-5'-carbamoyl-2-oxo-1H-spiro[pyrazolo[1,5-a]imidazole-3,3'-pyrrolidin]-1'-yl]-4-methyl-1-oxopentan-2-yl](methyl)carbamoyl} ethylcarbamate C(C)NC(OC(N(C)[C@H](C(=O)N1CC2(C[C@H]1C(N)=O)C(NC=1N2N=CC1)=O)CC(C)C)=O)=O